[(5-methylfuran-2-yl)methyl]-3-[(5-phenylpyridin-2-yl)amino]benzamide CC1=CC=C(O1)CC1=C(C(=O)N)C=CC=C1NC1=NC=C(C=C1)C1=CC=CC=C1